C(#N)C(C(=O)OCCCCCCCCC)=C n-nonyl cyanoacrylate